((S)-1-(4-fluorophenyl)-3,4-dihydroisoquinolin-2(1H)-yl)((2S,5R)-5-((2-methoxyethyl)amino)tetrahydro-2H-pyran-2-yl)methanone FC1=CC=C(C=C1)[C@@H]1N(CCC2=CC=CC=C12)C(=O)[C@H]1OC[C@@H](CC1)NCCOC